2-[2,3-difluoro-4-(2-methoxyethoxy)phenyl]-4,4,5,5-tetramethyl-1,3,2-dioxaborolane FC1=C(C=CC(=C1F)OCCOC)B1OC(C(O1)(C)C)(C)C